(3,4-epoxycyclohexyl)ethyldiisopropylsilane C1(CC2C(CC1)O2)CC[SiH](C(C)C)C(C)C